C(C)(C)(C)OC(=O)N[C@@H]1C[C@H](CC1)NC1=NC=C(C=N1)C(F)(F)F 2-(((1S,3S)-3-((tert-butoxycarbonyl)amino)cyclopentyl)amino)-5-(trifluoromethyl)pyrimidine